C(C)C(O)[C@H]1N(C[C@@H]([C@H]([C@@H]1OCC1=CC=CC=C1)OCC1=CC=CC=C1)OCC1=CC=CC=C1)CCC1=C(C=CC=C1)F ethyl-((2R,3R,4R,5S)-3,4,5-tris(benzyloxy)-1-(2-fluorophenethyl)piperidin-2-yl)methanol